9-(tert-butyl)-1H,3H-isochromeno[6,5,4-mna]xanthene-1,3-dione C(C)(C)(C)C1=CC=C2OC3=CC=C4C=5C3=C(C2=C1)C=CC5C(OC4=O)=O